(S)-(3-Fluoropyridin-2-yl)(tetrahydro-2H-pyran-4-yl)methanol Isopropylmyristate C(C)(C)C(C(=O)O[C@@H](C1CCOCC1)C1=NC=CC=C1F)CCCCCCCCCCCC